C(C=C)#N Propenenitril